NC(CCNC(OC(C)(C)C)=O)(C)C tert-butyl (3-amino-3-methylbutyl)carbamate